tert-butyl 4-{2-[(4,6-dimethoxy-5-{5-[(3,3,6-trimethyl-2,3-dihydro-1H-inden-5-yl)oxy]furan-2-amido}pyrimidin-2-yl)amino]ethyl}piperazine-1-carboxylate COC1=NC(=NC(=C1NC(=O)C=1OC(=CC1)OC=1C=C2C(CCC2=CC1C)(C)C)OC)NCCN1CCN(CC1)C(=O)OC(C)(C)C